ClC1=CC2=C(C=N1)N=C(S2)C(=O)OCC ethyl 6-chlorothiazolo[4,5-c]pyridine-2-carboxylate